5-fluoro-2-(methoxy-d3)-3-nitropyridine FC=1C=C(C(=NC1)OC([2H])([2H])[2H])[N+](=O)[O-]